OC1(CC(C1)NCC=1N=C2N(C(C1)=O)C(=CC=C2)C)C ((((1s,3s)-3-hydroxy-3-methylcyclobutyl)amino)methyl)-6-methyl-4H-pyrido[1,2-a]pyrimidin-4-one